4-Tolylisocyanid C1(=CC=C(C=C1)[N+]#[C-])C